ClC=1C(=C(C=CC1F)N(C(=O)[C@H]1N(C(NC1)=O)C1=CC(=C2C(=N1)SC=N2)SC(F)(F)F)C)F (S)-N-(3-chloro-2,4-diFluorophenyl)-N-methyl-2-oxo-3-(7-((trifluoromethyl)thio)thiazolo[5,4-b]pyridin-5-yl)imidazolidine-4-Formamide